aminoborane lithium salt [Li].NB